FC=1C=C(C=C(C1)F)CN1C(=NC(=C1)[N+](=O)[O-])C(F)(F)F 1-[(3,5-difluorophenyl)methyl]-4-nitro-2-(trifluoromethyl)imidazole